C(C)(C)(C)[Si](OC1(CCC1)C=1SC=C(N1)C)(C)C tert-butyl-dimethyl-[1-(4-methylthiazol-2-yl)cyclobutoxy]silane